CN([C@H]1[C@@H](CCCC1)N)C (1r,2r)-(-)-N,N-dimethyl-1,2-cyclohexanediamine